ClC=1C=C(C=C(C1)[N+](=O)[O-])N1[C@H](COCC1)COC (S)-4-(3-chloro-5-nitrophenyl)-3-(methoxymethyl)morpholine